FC1=CC=C2[C@@H](CN(C2=C1)C(=O)C1=CC2=C(N=C(O2)C2CNCCC2)C=C1)C 3-(6-((S)-6-fluoro-3-methylindoline-1-carbonyl)benzo[d]oxazol-2-yl)piperidine